C1(CCCCC1)C(=C)C1=CC=CC=C1 alpha-cyclohexylstyrene